2-(tert-butoxy)-1-(4-(5-(chlorodifluoromethyl)-1,2,4-oxadiazol-3-yl)phenyl)ethan-1-one C(C)(C)(C)OCC(=O)C1=CC=C(C=C1)C1=NOC(=N1)C(F)(F)Cl